N-(2-fluorobenzyl)-1,4-dimethyl-2-oxo-1,2-dihydroquinoline-6-sulfonamide FC1=C(CNS(=O)(=O)C=2C=C3C(=CC(N(C3=CC2)C)=O)C)C=CC=C1